COC1=C(C(=CC(=C1)OC)OC)C(C)C1=CC=C(C=C1)C1=CC=CC=C1 4-(1-(2,4,6-trimethoxyphenyl)ethyl)-1,1'-biphenyl